NC1=NC=NN2C1=C(C=C2C2CCN(CC2)C(C(C)C)=O)C2=CC=C(C=C2)C2=C(C(N(C(N2C(C)C)=O)C2=NN(C=C2C)C)=O)C(=O)N (4-(4-amino-7-(1-isobutyrylpiperidin-4-yl)pyrrolo[2,1-f][1,2,4]triazin-5-yl)phenyl)-3-(1,4-dimethyl-1H-pyrazol-3-yl)-1-isopropyl-2,4-dioxo-1,2,3,4-tetrahydropyrimidine-5-carboxamide